1-(1-methyl-7-nitro-1H-indazol-3-yl)dihydropyrimidine-2,4(1h,3h)-dione CN1N=C(C2=CC=CC(=C12)[N+](=O)[O-])N1C(NC(CC1)=O)=O